NC1=NC(=CC(=N1)N1CCC2(CCCC(N2C2=CC(=C(C=C2)F)F)=O)CC1)OCC(F)(F)F 9-(2-amino-6-(2,2,2-trifluoroethoxy)pyrimidin-4-yl)-1-(3,4-difluorophenyl)-1,9-diazaspiro[5.5]undecan-2-one